ClC1=CC=C(C=C1)[C@H](C(=O)N1[C@H]2CN(C[C@@H]1CC2)C2=NC=NC=1NC(CN(C21)CC)=O)CNC 4-((1R,5S)-8-((S)-2-(4-chlorophenyl)-3-(methylamino)propionyl)-3,8-diazabicyclo[3.2.1]oct-3-yl)-5-ethyl-5,8-dihydropteridin-7(6H)-one